1-(5-cyanopyridin-2-yl)-3-(6-phenylimidazo[1,5-a]pyridin-5-yl)urea C(#N)C=1C=CC(=NC1)NC(=O)NC1=C(C=CC=2N1C=NC2)C2=CC=CC=C2